(3-amino-2,6-difluoro-phenyl)-[5-bromo-1-(2,6-dichlorobenzoyl)pyrrolo[2,3-b]pyridin-3-yl]methanone hydrochloride Cl.NC=1C(=C(C(=CC1)F)C(=O)C1=CN(C2=NC=C(C=C21)Br)C(C2=C(C=CC=C2Cl)Cl)=O)F